(R or S)-2,2,2-trifluoro-1-((R)-3-(4-fluorophenethyl)-1-(2-(4-(methylsulfonyl)phenyl)propan-2-yl)pyrrolidin-3-yl)ethan-1-ol FC([C@H](O)[C@]1(CN(CC1)C(C)(C)C1=CC=C(C=C1)S(=O)(=O)C)CCC1=CC=C(C=C1)F)(F)F |o1:2|